(S)-5-(4-ethyl-3-methylpiperazin-1-yl)-2-methyl-N-(1-(1-methyl-2-oxo-1,2-dihydrobenzo[cd]indol-6-yl)cyclopropyl)benzamide C(C)N1[C@H](CN(CC1)C=1C=CC(=C(C(=O)NC2(CC2)C=2C=3C4=C(C(N(C4=CC2)C)=O)C=CC3)C1)C)C